methyl 2,2-difluorocyclobutane-1-carboxylate FC1(C(CC1)C(=O)OC)F